FC(CN1N=NC2=C1C=C(C=C2)C=2C=CN1N=C(N=C(C12)OC)N[C@@H]1[C@@H](CN(CC1)CC(C#N)(C)C)F)F 3-((3R,4S)-4-((5-(1-(2,2-difluoroethyl)-1H-benzo[d][1,2,3]triazol-6-yl)-4-methoxypyrrolo[2,1-f][1,2,4]triazin-2-yl)amino)-3-fluoropiperidin-1-yl)-2,2-dimethylpropionitrile